S1C(=NC2=C1C=CC=C2)NC2=C(C=C(N=N2)N(C=2SC(=C(N2)C(=O)OCC)CCCI)C)C ethyl 2-({6-[(1,3-benzothiazol-2-yl) amino]-5-methylpyridazin-3-yl} (methyl) amino)-5-(3-iodopropyl)-1,3-thiazole-4-carboxylate